4-Aminotrifluoromethylbenzonitrile NC1=CC(=C(C#N)C=C1)C(F)(F)F